COCCOO[C@H]1[C@@H](O[C@@H]([C@H]1O)CO)N1C(=O)NC(=O)C(=C1)C 2'-O-Methoxyethoxy-5-Methyl-Uridine